FC(C=C)(F)C=1C(=C2C=NN(C2=CC1C)C1OCCCC1)C1=NC=CC2=C1SC=1N=C(N=C(C12)N1CCOC[C@](C1)(O)C)S(=O)C (6S)-4-(8-(5-(1,1-difluoroallyl)-6-methyl-1-(tetrahydro-2H-pyran-2-yl)-1H-indazol-4-yl)-2-(methylsulfinyl)pyrido[4',3':4,5]thieno[2,3-d]pyrimidin-4-yl)-6-methyl-1,4-oxazepan-6-ol